(R)-3-((1R,3R)-1-(3-(2-((3,3-difluoropropyl)amino)ethoxy)-6-fluoro-2-methylbenzeneYl)-6-fluoro-3-methyl-1,3,4,9-tetrahydro-2H-pyrido[3,4-b]Indol-2-yl)-2-methylpropanoic acid FC(CCNCCOC=1C(=C(C(=CC1)F)[C@H]1N([C@@H](CC2=C1NC1=CC=C(C=C21)F)C)C[C@H](C(=O)O)C)C)F